4-(2,7-dimethyl-1-naphthalenyl)-2-methyl-3(2H)-pyridazinone CC1=C(C2=CC(=CC=C2C=C1)C)C=1C(N(N=CC1)C)=O